2,4-dichlorobenzyltritylphosphine chloride [Cl-].ClC1=C(CPC(C2=CC=CC=C2)(C2=CC=CC=C2)C2=CC=CC=C2)C=CC(=C1)Cl